OCCCN(C(C=C)=O)CCCO N,N-bis(3-hydroxypropyl)acrylamide